C[C@]12[C@H]3CC[C@@]4(C(CC[C@H]4[C@@H]3CC[C@H]2CC(CC1)=O)=O)C (5S,8R,9S,10S,13S,14S)-10,13-dimethyldodecahydro-1H-cyclopenta[a]phenanthrene-3,17(2H,4H)-dione